ClC1([C@H]([C@@H]1C1=CC(=CC(=C1)Cl)Cl)C(=O)NC1=C(C(=CC=C1)NC(C(C)OCC)=O)F)Cl (1R,3R)-2,2-Dichloro-3-(3,5-dichlorophenyl)-N-(3-(2-ethoxypropanamido)-2-fluorophenyl)cyclopropane-1-carboxamide